FC1=C(C=CC=C1)CN1N=C(N=C1)C(=O)OC methyl 1-[(2-fluorophenyl) methyl]-1,2,4-triazole-3-carboxylate